[N+](=O)([O-])C1=CC=C(C=C1)OC(OCI)=O Carbonic Acid Iodomethyl Ester 4-Nitro-Phenyl Ester